7-bromo-2-iodobenzothiophene BrC1=CC=CC=2C=C(SC21)I